2-methyl-2-(1-methyl-5-((R)-3-methylmorpholinyl)-3-(1-(tetrahydro-2H-pyran-2-yl)-1H-pyrazol-3-yl)-1H-pyrazolo[4,3-b]pyridin-7-yl)propanenitrile CC(C#N)(C)C1=C2C(=NC(=C1)N1[C@@H](COCC1)C)C(=NN2C)C2=NN(C=C2)C2OCCCC2